[N+](=O)([O-])C1=CC(=[N+](C=C1)[O-])C=O 4-NITRO-2-FORMYLPYRIDINE N-OXIDE